C(ON1N=CC(=C1)C=1SC=C(N1)C(NC=1C(=NN(C1)C1CCC(CC1)OCC)C1=NC(=CC=C1F)F)=O)(OC(C)(C)C)=O (4-(4-((3-(3,6-difluoropyridin-2-yl)-1-((1r,4r)-4-ethoxycyclohexyl)-1H-pyrazol-4-yl) carbamoyl) thiazol-2-yl)-1H-pyrazol-1-yl) methylisopropyl carbonate